5-Phenyl-2-[3-(trimethoxysilyl)propyl]-2H-tetrazole C1(=CC=CC=C1)C=1N=NN(N1)CCC[Si](OC)(OC)OC